3,5-dichloro-pyridine ClC=1C=NC=C(C1)Cl